C(C)S(=O)(=O)N[C@@H]1[C@@H](N(CC1)C(=O)OC)CO[C@@H]1CC[C@@H](CC1)C1=CC=CC=C1 methyl (CIS)-3-(ethylsulfonamido)-2-((((CIS)-4-phenylcyclohexyl)oxy)methyl)pyrrolidine-1-carboxylate